CN(C)C[C@@H]1C(NC(CO1)C=1C=2N(C=CC1)C(=C(N2)C#CCNC2=C(C=C(C=C2)S(=O)(=O)C)OC)CC(F)(F)F)=O (2R)-2-((dimethylamino)methyl)-5-(2-(3-((2-methoxy-4-(methylsulfonyl)phenyl)amino)prop-1-yn-1-yl)-3-(2,2,2-trifluoroethyl)imidazo[1,2-a]pyridin-8-yl)morpholin-3-one